C(C)(C)(C)OC(=O)N1CC2(C1)CCN(CC2)C2=CC(=C(C=C2)N)O 7-(4-amino-3-hydroxyphenyl)-2,7-diazaspiro[3.5]nonane-2-carboxylic acid tert-butyl ester